C(C1=CC=CC=C1)OCCCC=1C(=NC2=CC(=CC=C2C1)N1N=CC=C1)N [3-(benzyloxy)propyl]-7-(1H-pyrazol-1-yl)quinolin-2-amine